O[C@H]1C2(C[C@@H]1[C@@H]1N3C(C4=CC=CC=C14)=CN=C3)C[C@H]3CC[C@@H](C2)N3C(=O)OC(C)(C)C tert-butyl (1R,2'R,3s,3'R,5S)-2'-hydroxy-3'-((S)-5H-imidazo[5,1-a]isoindol-5-yl)-8-azaspiro[bicyclo[3.2.1]octane-3,1'-cyclobutane]-8-carboxylate